(R)-1-(3-(Isoxazol-3-yl)-1-(6-(3-methoxytetrahydrofuran-3-yl)-4-methylpyridin-2-yl)-1H-pyrazolo[4,3-c]pyridin-6-yl)urea O1N=C(C=C1)C1=NN(C2=C1C=NC(=C2)NC(=O)N)C2=NC(=CC(=C2)C)[C@]2(COCC2)OC